BrC1=CC=C(C(=C1N)OC1=C(C=CC=C1)Cl)Cl 6-bromo-3-chloro-2-(2-chlorophenoxy)aniline